Succinimidyl-trans-4-(N-maleimidylmethyl)cyclohexane-1-carboxylate C1CC(CCC1CN2C(=O)C=CC2=O)C(=O)ON3C(=O)CCC3=O